2-[(2,2-difluoroethyl)amino]-5-[5-(2-oxo-2,3-dihydro-1,3-benzoxazol-6-yl)-1,3,4-oxadiazol-2-yl]benzonitrile FC(CNC1=C(C#N)C=C(C=C1)C=1OC(=NN1)C1=CC2=C(NC(O2)=O)C=C1)F